NC1=C2C(=NC=N1)N(N=C2C#CC=2C=C(C=CC2C)NC(=O)N2OCC[C@@H]2C2=CC=CC=C2)CC (R)-N-(3-((4-amino-1-ethyl-1H-pyrazolo[3,4-d]pyrimidin-3-yl)ethynyl)-4-methylphenyl)-3-phenylisoxazolidin-2-carboxamide